3-(sec-butyl)-N-(1-methyl-6-oxo-1,6-dihydropyridin-3-yl)-2-oxo-1,2,3,5-tetrahydro-4H-benzo[1,4]diazepine-4-carboxamide C(C)(CC)C1C(NC2=C(CN1C(=O)NC1=CN(C(C=C1)=O)C)C=CC=C2)=O